BrC=1C=C(C=C2CCC(C(C12)=O)F)OC 8-Bromo-2-fluoro-6-methoxy-3,4-dihydronaphthalen-1(2H)-one